4-(cyclopropylamino)-N-(2,6-dimethylphenyl)-2-((4-(morpholinomethyl)phenyl)amino)pyrimidine-5-carboxamide C1(CC1)NC1=NC(=NC=C1C(=O)NC1=C(C=CC=C1C)C)NC1=CC=C(C=C1)CN1CCOCC1